2-bromo-5-cyclopropylpyrazine BrC1=NC=C(N=C1)C1CC1